O1OCCC2=C1C=CC=C2 [1,2]Benzodioxane